(S)-N-(2,3-dihydro-1H-inden-1-yl)-2-ethynyl-thiazole-4-carboxamide [C@@H]1(CCC2=CC=CC=C12)NC(=O)C=1N=C(SC1)C#C